CS(=NC(=O)C=1C=NN(C1)C1=CC=C(C=C1)C1=NOC(=N1)C(F)(F)F)(C1=CC=NC=C1)=O N-(methyl(oxo)(pyridin-4-yl)-λ6-sulfaneylidene)-1-(4-(5-(trifluoromethyl)-1,2,4-oxadiazol-3-yl)phenyl)-1H-pyrazole-4-carboxamide